FC1(CCC(CC1)(O)C1=CC(=CC=2CCOC21)NC(C2=C(C=C(C=C2)NS(=O)(=O)CC)N2CCC1(CC1)CC2)=O)F N-(7-(4,4-difluoro-1-hydroxycyclohexyl)-2,3-dihydrobenzofuran-5-yl)-4-(ethylsulfonamido)-2-(6-azaspiro[2.5]octan-6-yl)benzamide